CC1(CCC(CC1)NC=1N=CC2=C(N1)NC=C2C=2C=CC1=C(N(N=N1)C)C2)O (1s,4s)-1-Methyl-4-((5-(1-methyl-1H-benzo[d][1,2,3]triazol-6-yl)-7H-pyrrolo[2,3-d]pyrimidin-2-yl)amino)cyclohexan-1-ol